C(=O)O.C1(CC1)C=1C=CC=2N(C1)C=C(N2)CNC2=CC=C1C(=CC(=NC1=C2)[C@@H]2[C@H](C2)C2=NC=CC(=N2)C)OC |r| rac-N-((6-cyclopropylimidazo[1,2-a]pyridin-2-yl)methyl)-4-methoxy-2-((1S*,2S*)-2-(4-methylpyrimidin-2-yl)cyclopropyl)quinolin-7-amine formic acid salt